1-[2-(N,N'-di-tert-butoxycarbonylguanidino)ethyl]-4-[(4-methoxyphenyl)thiomethyl]-1H-1,2,3-triazole C(C)(C)(C)OC(=O)N(C(=NC(=O)OC(C)(C)C)N)CCN1N=NC(=C1)CSC1=CC=C(C=C1)OC